pivaloylamide C(C(C)(C)C)(=O)[NH-]